acetamido-3'-fluoro-2-methoxy-5-(methylcarbamoyl)-[1,1'-biphenyl] C(C)(=O)NC=1C(=C(C=C(C1)C(NC)=O)C1=CC(=CC=C1)F)OC